methylcyclobutane-1-carboxylic acid CC1(CCC1)C(=O)O